3-chloro-5-(((6-(piperidin-4-yl)pyridin-2-yl)oxy)methyl)pyrazolo[1,5-a]pyridine ClC=1C=NN2C1C=C(C=C2)COC2=NC(=CC=C2)C2CCNCC2